trifluoromethanesulfonic acid 5-cyano-3-methyl-1-(m-tolyl)-1H-imidazole-3-ium salt C(#N)C1=C[N+](=CN1C=1C=C(C=CC1)C)C.FC(S(=O)(=O)[O-])(F)F